O1C(=CC=C1CC(=O)O)CC(=O)O Furan-2,5-diacetic acid